CC=1C=CC(C(C1)=O)N1N=C(C(=CC1)C1=CC=C(C=C1)OC)C(=O)O 4-methyl-6-oxo-(4-methoxyphenyl)-phenyl-1,6-dihydropyridazine-3-carboxylic acid